(5S)-6-[4-(cyclobutylmethoxy)-3-(trifluoromethyl)phenyl]-5-methyl-4,5-dihydro-1,2,4-triazin-3(2H)-one C1(CCC1)COC1=C(C=C(C=C1)C=1[C@@H](NC(NN1)=O)C)C(F)(F)F